C1(=CC=CC=C1)C1(CCN(O1)C(=O)O)C1=CC=CC=C1 5,5-diphenyl-2-isoxazolidinecarboxylic acid